C(N)(OC1=C(C(=C(C=C1)CCCCCCCCCCCC)CCCCCCCCCCCC)CCCCCCCCCCCC)=O (trilaurylphenyl) carbamate